2-(2H-benzotriazol-2-yl)-6-((3,5-bis(trifluoromethyl)phenyl)amino)-4-(2,4,4-trimethylpent-2-yl)phenol N=1N(N=C2C1C=CC=C2)C2=C(C(=CC(=C2)C(C)(CC(C)(C)C)C)NC2=CC(=CC(=C2)C(F)(F)F)C(F)(F)F)O